1-[6-[3,3-difluoro-4-piperidyl]-5-fluoro-1-methyl-indazol-3-yl]hexahydropyrimidine-2,4-dione hydrochloride Cl.FC1(CNCCC1C1=C(C=C2C(=NN(C2=C1)C)N1C(NC(CC1)=O)=O)F)F